OC1=CC=C(C=C1)C=C1C(N(C(S1)=S)CCC(=O)O)=O 3-[5-[(4-hydroxyphenyl)methylidene]-4-oxo-2-sulfanylidene-1,3-thiazolidin-3-yl]propanoic acid